(3aR,5r,6aS)-5-benzyl-5-hydroxy-N-(m-tolyl)hexahydrocyclopenta[c]pyrrole-2(1H)-carboxamide C(C1=CC=CC=C1)C1(C[C@@H]2[C@@H](CN(C2)C(=O)NC=2C=C(C=CC2)C)C1)O